tert-butyl 2-(5-fluoropyridin-3-yl)-4-{[2-(5-methoxy-1H-indol-3-yl)ethyl]amino}-5H,6H,7H,8H-pyrido[3,4-d]pyrimidine-7-carboxylate FC=1C=C(C=NC1)C=1N=C(C2=C(N1)CN(CC2)C(=O)OC(C)(C)C)NCCC2=CNC1=CC=C(C=C21)OC